(4-tert-butylphenyl)-4,6-dichloro-pyrimidine-5-carbaldehyde C(C)(C)(C)C1=CC=C(C=C1)C1=NC(=C(C(=N1)Cl)C=O)Cl